C1COC(C(C1O)O)O Tetrahydropyrantriol